triazinimine N1=NNC(C=C1)=N